BrC=1C(=CC=2C3=C(C(=NC2C1F)N1CC(C1)N(C)C)N=C(N3C3C1CN(C3C1)C(=O)OC(C)(C)C)CC)I tert-butyl 5-(7-bromo-4-(3-(dimethylamino)azetidin-1-yl)-2-ethyl-6-fluoro-8-iodo-1H-imidazo[4,5-c]quinolin-1-yl)-2-azabicyclo[2.1.1]hexane-2-carboxylate